ethyl 1,5-dimethyl-4-[[1-(2-trimethylsilylethoxymethyl)indazol-5-yl] sulfonimidoyl]pyrrole-2-carboxylate CN1C(=CC(=C1C)S(=O)(=N)C=1C=C2C=NN(C2=CC1)COCC[Si](C)(C)C)C(=O)OCC